(R or S)-2-chloro-N,N-dimethyl-4-(3-((1-(3,3,3-trifluoro-2-hydroxy-2-phenylpropanoyl)piperidin-4-yl)methyl)cyclobutoxy)benzamide ClC1=C(C(=O)N(C)C)C=CC(=C1)OC1CC(C1)CC1CCN(CC1)C([C@@](C(F)(F)F)(C1=CC=CC=C1)O)=O |o1:25|